N1C=NC2=NC=C(C=C21)S(=O)(=O)N2CCC1(C[C@H](CO1)NC[C@@H](COC=1C=C(C=CC1)S(=O)(=O)NC)O)CC2 3-((S)-3-((R)-8-(1H-imidazo[4,5-b]pyridin-6-ylsulfonyl)-1-oxa-8-azaspiro[4.5]decan-3-ylamino)-2-hydroxypropoxy)-N-methylbenzenesulfonamide